1-hydroxy-N-(1-(3-methoxyphenyl)-3-((2-(trimethylsilyl)ethoxy)methoxy)-1H-pyrazolo[4,3-c]pyridin-6-yl)cyclopropane-1-carboxamide OC1(CC1)C(=O)NC1=CC2=C(C=N1)C(=NN2C2=CC(=CC=C2)OC)OCOCC[Si](C)(C)C